ethyl (Z)-4-(benzylamino)-5,5-difluoro-2-oxo-pent-3-enoate C(C1=CC=CC=C1)N\C(=C/C(C(=O)OCC)=O)\C(F)F